(S)-1'-(6-((2-amino-3-chloropyridin-4-yl)thio)pyrido[2,3-b]pyrazin-2-yl)-5-fluoro-1,3-dihydrospiro[indene-2,4'-piperidin] NC1=NC=CC(=C1Cl)SC=1C=CC=2C(=NC=C(N2)N2CCC3(CC2)CC2=CC=C(C=C2C3)F)N1